S1(C2=C(NC=C1)C=CC=C2)(=O)=O 4H-benzo[b][1,4]thiazine 1,1-dioxide